1-(4-(1-(2,6-dichlorophenyl)azetidin-3-yl)-2,6-diethylbenzyl)piperidine-4-carboxylic acid, formate salt C(=O)O.ClC1=C(C(=CC=C1)Cl)N1CC(C1)C1=CC(=C(CN2CCC(CC2)C(=O)O)C(=C1)CC)CC